2-[5-[3-[1-(5-chloropyrimidin-2-yl)-4-piperidyl]propoxy]-2-pyridyl]-1-[3-[[[(2S,3R,4R,5R)-2,3,4,5,6-pentahydroxyhexyl]amino]methyl]azetidin-1-yl]ethanone ClC=1C=NC(=NC1)N1CCC(CC1)CCCOC=1C=CC(=NC1)CC(=O)N1CC(C1)CNC[C@@H]([C@H]([C@@H]([C@@H](CO)O)O)O)O